Methyl gallate (Methyl-3,4,5-trihydroxybenzoate) CC1=C(C(=O)O)C=C(C(=C1O)O)O.C(C1=CC(O)=C(O)C(O)=C1)(=O)OC